3-(Dimethylamino)-N-((1,2,3,5,6,7-hexahydro-s-indacen-4-yl)carbamoyl)-2,2-dimethylpropane-1-sulfonamide, potassium salt [K].CN(CC(CS(=O)(=O)NC(NC1=C2CCCC2=CC=2CCCC12)=O)(C)C)C